(S)-4-((S) or (R)-1-hydroxyethyl)-N'-(((R)-3-methyl-1,2,3,5,6,7-hexahydrodicyclopenta[b,e]pyridin-8-yl)carbamoyl)thiophene-2-sulfonimidamide O[C@@H](C)C=1C=C(SC1)[S@](=O)(N)=NC(NC1=C2C(=NC3=C1CCC3)[C@@H](CC2)C)=O |o1:1|